N1(CCCC1)C1=CC=C(S1)\C=C/1\C(=NOC1=O)C(F)(F)F (Z)-4-((5-(pyrrolidin-1-yl)thiophen-2-yl)methylene)-3-(trifluoromethyl)isoxazol-5(4H)-one